COC(=O)C=1C=C2C(C[C@@H](NC2=C(C1)[N+](=O)[O-])CC=C)CCCOC (S)-2-allyl-4-(3-methoxypropyl)-8-nitro-1,2,3,4-tetrahydroquinoline-6-carboxylic acid methyl ester